C=1N=CN2C1C1=CC=CC=C1[C@@H]2C2C(C1(C2)CCOCC1)O 2-((S)-5H-Imidazo[5,1-a]isoindol-5-yl)-7-oxaspiro[3.5]nonan-1-ol